ClC=1N=CC(=NC1)SC1=CC=CC(=N1)N=S(C)(C)=C=O ((6-((5-chloropyrazin-2-yl)thio)pyridin-2-yl)imino)dimethyl-lambda6-Thioketone